CC1=C(C(NC(=C1)C)=O)CNC(C1=C(C(=CC(=C1)C=1C=NC(=CC1)NCCN(C)C)N(C(=O)C1CC1)CC)C)=O N-((4,6-dimethyl-2-oxo-1,2-dihydropyridin-3-yl)methyl)-5-(6-(2-(dimethylamino)ethylamino)pyridin-3-yl)-3-(N-ethylcyclopropanecarboxamido)-2-methylbenzamide